2-amino-3-methylbutyric acid NC(C(=O)O)C(C)C